C(CC)OP(=O)(O)O.C1=CC=CC=2C3=CC=CC=C3NC12.C1=CC=CC=2C3=CC=CC=C3NC12 dicarbazole propyl-phosphate